CC1=NOC2=NC=NC(=C21)NCCC2=CC=C(C=C2)O 4-(2-((3-methylisoxazolo[5,4-d]pyrimidin-4-yl)amino)ethyl)phenol